strontium-lithium-aluminum europium (II) [Eu+2].[Al+3].[Li+].[Sr+2]